Cl.C(C)(=O)N1CCN(CC1)CCOC=1C=C2C(NC(=NC2=C(C1)C)C=1C=C2C(=CN1)SC=C2)=O 6-[2-(4-acetyl-piperazin-1-yl)-ethoxy]-8-methyl-2-thieno[2,3-c]pyridin-5-yl-3H-quinazolin-4-one hydrochloride